6-bromo-3-fluoro-2,8-dimethyldibenzo[b,d]furan BrC1=CC(=CC=2C3=C(OC21)C=C(C(=C3)C)F)C